(E)-N-(3-(3-(hydroxyamino)-3-oxoprop-1-en-1-yl)benzyl)-4-(naphthalen-1-ylmethoxy)quinoline-2-carboxamide ONC(/C=C/C=1C=C(CNC(=O)C2=NC3=CC=CC=C3C(=C2)OCC2=CC=CC3=CC=CC=C23)C=CC1)=O